(3-chloro-6-(difluoromethyl)-2-fluorophenyl)-3-methyl-N-(1-(1-(6-methyl-5-((1R,5S)-2-oxo-3-azabicyclo[3.1.0]hex-3-yl)pyrazin-2-yl)cyclopropyl)-1H-pyrazol-4-yl)pyrazine-2-carboxamide ClC=1C(=C(C(=CC1)C(F)F)C=1N=C(C(=NC1)C(=O)NC=1C=NN(C1)C1(CC1)C1=NC(=C(N=C1)N1C([C@@H]2C[C@@H]2C1)=O)C)C)F